N[C@@H](CCP(OCC)(OCC)=O)C(N1CCC(CC1)C1=CC=C(C=C1)C(F)(F)F)=O diethyl [(3S)-3-amino-4-oxo-4-{4-[4-(trifluoromethyl)phenyl]-piperidin-1-yl}butyl]phosphonate